CN(C1=CC=C(C=C1)N=NC1=CC=C(C(=O)O)C=C1)C 4-(4-dimethylaminophenylazo)benzoic acid